6-Fluoroquinazoline-8-carboxamide FC=1C=C2C=NC=NC2=C(C1)C(=O)N